1-(5-(Benzo[c][1,2,5]oxadiazol-5-yl)-6-(6-methylpyridin-2-yl)-2,3-dihydro-1H-imidazo[1,2-a]imidazol-1-yl)ethan-1-one N=1ON=C2C1C=CC(=C2)C2=C(N=C1N2CCN1C(C)=O)C1=NC(=CC=C1)C